C(C1=CC=CC=C1)OC(CC(=O)C1=NNC=2CC(CCC12)(C)C)=O 3-(6,6-dimethyl-1,4,5,7-tetrahydroindazol-3-yl)-3-oxopropanoic acid benzyl ester